COC(=O)C=1N=C2N(N=CC=C2)C1 Imidazo[1,2-b]Pyridazine-2-carboxylic acid methyl ester